N-({5-chloro-6-[(3-methyl-5-isoxazolyl)methoxy]-2-indolyl}methyl)-(R)-1-methyl-2-pyrrolidinecarboxamide ClC=1C=C2C=C(NC2=CC1OCC1=CC(=NO1)C)CNC(=O)[C@@H]1N(CCC1)C